Glycerol 1-Mono-Acetoacetate C(CC(=O)C)(=O)OCC(O)CO